2-benzyl-2-azaspiro[3.3]heptan-6-yl (2R,6R)-2,6-dimethylpiperazine-1-carboxylate C[C@H]1N([C@@H](CNC1)C)C(=O)OC1CC2(CN(C2)CC2=CC=CC=C2)C1